ClC=1C=CC=C2C(CC(OC12)C1=C(OCCC(=O)O)C=C(C(=C1)OC)C(F)(F)F)=O 3-[2-(8-chloro-4-oxo-chroman-2-yl)-4-methoxy-5-(trifluoromethyl)phenoxy]propionic acid